C(C=CCCC)(=O)OC1=CC=2C=NCCC2S1 2-(2-hexenoyloxy)-6,7-dihydrothieno[3,2-c]pyridin